3-amino-6-(2,6-dimethylpyridin-4-yl)-N-(2-methoxybenzyl)-5-(1-methyl-1H-pyrazol-4-yl)pyrazine-2-carboxamide NC=1C(=NC(=C(N1)C=1C=NN(C1)C)C1=CC(=NC(=C1)C)C)C(=O)NCC1=C(C=CC=C1)OC